C[Si](CCOCN1N=NC(=C1)NCCN1C(C2=CC=CC=C2C1)=O)(C)C 2-(2-((1-((2-(trimethylsilyl)ethoxy)methyl)-1H-1,2,3-triazol-4-yl)amino)ethyl)isoindolin-1-one